(2R)-6-(2-methoxy-4-pyridinyl)-2-methyl-4-(p-toluenesulfonyl)-2,3-dihydro-1,4-oxazine COC1=NC=CC(=C1)C1=CN(C[C@H](O1)C)S(=O)(=O)C1=CC=C(C)C=C1